[Co].IC=1C(=C(C(=NC1C=1OC=C(N1)C(C)C)C=1OC=C(N1)C(C)C)I)[N+](=O)[O-] diiodo[2,6-bis[4-(S)-isopropyl-2-oxazolyl]-4-nitropyridine] cobalt